3-{1-ethyl-5-[(tetrahydro-2H-pyran-4-ylamino)methyl]-1H-indol-2-yl}-1-(p-fluorophenylamino)-2-propyne C(C)N1C(=CC2=CC(=CC=C12)CNC1CCOCC1)C#CCNC1=CC=C(C=C1)F